(S)-6-(7-fluoro-1-oxo-2-(4-((6-oxo-5-(trifluoromethyl)-1,6-dihydropyridazin-4-yl)amino)pentyl)-1,2-dihydroisoquinolin-6-yl)nicotinonitrile FC1=C(C=C2C=CN(C(C2=C1)=O)CCC[C@H](C)NC=1C=NNC(C1C(F)(F)F)=O)C1=NC=C(C#N)C=C1